CN(C(OC(C)(C)C)=O)C1CCC2=C(C=CS2)C1 tert-butyl N-methyl-N-(4,5,6,7-tetrahydrobenzothiophen-5-yl)carbamate